2-(4-(tert-butyl)phenyl)-2,2-difluoroacetic acid C(C)(C)(C)C1=CC=C(C=C1)C(C(=O)O)(F)F